N-[(1R,3R)-3-(dimethylamino)cyclohexyl]-2-[8-(prop-2-enamido)naphthalen-2-yl]pyrimidine-4-carboxamide CN([C@H]1C[C@@H](CCC1)NC(=O)C1=NC(=NC=C1)C1=CC2=C(C=CC=C2C=C1)NC(C=C)=O)C